(1,3-dimethyl-3-phenyl-butyl)acetate CC(CC(C)(C1=CC=CC=C1)C)OC(C)=O